Triethoxy(3-aminopropyl)silan C(C)O[Si](CCCN)(OCC)OCC